C(C)(C)(C)OC(=O)N1CCC(CC1)COC=1C=NC(=NC1)Cl 4-(((2-Chloropyrimidin-5-yl)oxy)methyl)piperidine-1-carboxylic acid tert-butyl ester